ClC1=NC=C(C(=C1F)N1C(C=C(C=C1C)OC([2H])([2H])C1=NC=C(C=C1F)F)=O)C 2'-chloro-4-[(3,5-difluoropyridin-2-yl)(2H2)methoxy]-3'-fluoro-5',6-dimethyl-[1,4'-bipyridin]-2-one